The molecule is a 3-hydroxydocosanoyl-CoA(4-) obtained by deprotonation of the phosphate and diphosphate OH groups of (3S)-hydroxydocoscanoyl-CoA; major species at pH 7.3. It is a 3-hydroxydocosanoyl-CoA(4-) and a long-chain (3S)-hydroxy fatty acyl-CoA(4-). It is a conjugate base of a (3S)-3-hydroxydocosanoyl-CoA. CCCCCCCCCCCCCCCCCCC[C@@H](CC(=O)SCCNC(=O)CCNC(=O)[C@@H](C(C)(C)COP(=O)([O-])OP(=O)([O-])OC[C@@H]1[C@H]([C@H]([C@@H](O1)N2C=NC3=C(N=CN=C32)N)O)OP(=O)([O-])[O-])O)O